N[C@H](C(=O)OCC)CC1=NC2=C(N1C)C=CC(=C2)[N+](=O)[O-] Ethyl (2S)-2-amino-3-(1-methyl-5-nitro-benzimidazol-2-yl)propanoate